(S)-N-[bis(4-chlorophenyl)methyl]-1-methyl-2-oxoimidazolidine-4-carboxamide ClC1=CC=C(C=C1)C(NC(=O)[C@H]1NC(N(C1)C)=O)C1=CC=C(C=C1)Cl